(S)-5-((5-oxaspiro(3.4)octane-7-yl)methoxy)-1,3,4-thiadiazol-2-amine C1CCC12OC[C@H](C2)COC2=NN=C(S2)N